C(CCCCCCCCCCC)C(C(=O)O)CC(=O)O.[Na] sodium dodecyl-succinic acid